C(C1=CC=CC=C1)OC1=CC=2CC[C@H]3[C@@H]4[C@H]([C@H]([C@@H]([C@@]4(C)CC[C@@H]3C2C=C1)CC(=O)O)CC(=O)O)CC(=O)O.OCCC1=C(C=CC=C1)CCO bis(β-hydroxyethyl)benzene (15α,16α,17β)-3-(Benzyloxy)estra-1,3,5(10)-trien-15,16,17-triyltriacetat